[C@H]12ON=C([C@@H]2C1)C1[C@H]2CN(C[C@@H]12)C(=O)N1C[C@H]2C([C@H]2C1)C1=NO[C@H]2C[C@@H]12 (1R,5S,6r)-6-[(1S,5S)-2-oxa-3-azabicyclo[3.1.0]Hex-3-en-4-yl]-3-azabicyclo[3.1.0]Hex-3-yl ketone